4,6-di-O-pivaloyl-D-glucal C(C(C)(C)C)(=O)O[C@H]1[C@@H](C=CO[C@@H]1COC(C(C)(C)C)=O)O